ClC=1C(=NC(=NC1)C=C)NC1=CC2=C(N(C(N2CCC(C)(C)O)=O)C)C=C1 5-[(5-chloro-2-vinyl-pyrimidin-4-yl)amino]-3-(3-hydroxy-3-methyl-butyl)-1-methyl-benzimidazol-2-one